C(CCC)C1=CC(=CC(=C1O)CCCC)C 2,6-dibutyl-para-cresol